ClCCCCCC(=O)NC1=CC=C(C=C1)C=1SC=C(N1)C(=O)NC(C(=O)NC(C(=O)OC)=C)=C Methyl 2-(2-(2-(4-(6-chlorohexanamido)phenyl) thiazole-4-carboxamido)acrylamido)acrylate